[Si](C)(C)(C(C)(C)C)OCCC(C1=CC=C(C=C1)[N+](=O)[O-])C=1NC(=C(N1)C1=CC=C(C=C1)OC1=CC=CC=C1)C(=O)OC methyl 2-(3-((tert-butyldimethylsilyl) oxy)-1-(4-nitrophenyl) propyl)-4-(4-phenoxyphenyl)-1H-imidazole-5-carboxylate